O1C=C(C2=C1C=CC=C2)C[C@H](NS(=O)(=O)C2=C(C=CC=C2)F)B(O)O 2-(benzofuran-3-yl)-1-(R)-(2-fluorophenyl)sulfonylaminoethylboronic acid